methyl 4-((4'-cyclopropyl-[1,1'-biphenyl]-4-yl)oxy)-1-((2-(trimethylsilyl)ethoxy)methyl)-1H-1,2,3-triazole-5-carboxylate C1(CC1)C1=CC=C(C=C1)C1=CC=C(C=C1)OC=1N=NN(C1C(=O)OC)COCC[Si](C)(C)C